(R)-3-Methylhentriacontane C[C@H](CC)CCCCCCCCCCCCCCCCCCCCCCCCCCCC